NC1=NC=2C=C(C(=CC2C2=C1C=NN2C)C(=O)N(C2COC1=C2C=CC(=C1)C(F)(F)F)CC1=NC=CC=N1)F 4-amino-7-fluoro-1-methyl-N-(pyrimidin-2-ylmethyl)-N-(6-(trifluoromethyl)-2,3-dihydrobenzofuran-3-yl)-1H-pyrazolo[4,3-c]quinolin-8-carboxamide